C(=O)O.CC1(CNCCC1)O 3-methylpiperidin-3-ol formate salt